5,5'-(10H-phenoxazine-3,7-diyl)-bis-(2-(trifluoromethyl)phenol) C1=CC(=CC=2OC3=CC(=CC=C3NC12)C=1C=CC(=C(C1)O)C(F)(F)F)C=1C=CC(=C(C1)O)C(F)(F)F